C1(=CC(=CC=C1)C1=C2C(OC(C2=CC=C1C(=O)N)=O)=O)C1=C2C(OC(C2=CC=C1C(=O)N)=O)=O 1,3-phenylenebis[1,3-dihydro-1,3-dioxo-5-isobenzofurancarboxamide]